(S)-4-((6-fluoropyridin-3-yl)oxy)-N-(7-(3-hydroxy-3-methylbut-1-yn-1-yl)-5-methyl-4-oxo-2,3,4,5-tetrahydrobenzo[b][1,4]oxazepin-3-yl)picolinamide FC1=CC=C(C=N1)OC1=CC(=NC=C1)C(=O)N[C@@H]1C(N(C2=C(OC1)C=CC(=C2)C#CC(C)(C)O)C)=O